(S)-2-(4-methylpyridin-2-yl)morpholine-5,5-d2 CC1=CC(=NC=C1)[C@@H]1CNC(CO1)([2H])[2H]